((1S,6R,7R)-7-(2-fluorophenyl)-3-(3-(8-fluoroquinolin-5-yl)-1H-pyrazolo[3,4-b]pyrazin-6-yl)-3-azabicyclo[4.1.0]heptan-7-yl)methanamine FC1=C(C=CC=C1)[C@]1([C@@H]2CCN(C[C@H]12)C1=CN=C2C(=N1)NN=C2C2=C1C=CC=NC1=C(C=C2)F)CN